(2S)-N-[(1S)-1-(2-chlorophenyl)-2-[(3,3-difluorocyclobutyl)amino]-2-oxo-ethyl]-1-(4-cyano-2-pyridyl)-N-(3,5-difluorophenyl)-6-oxo-piperazine-2-carboxamide ClC1=C(C=CC=C1)[C@@H](C(=O)NC1CC(C1)(F)F)N(C(=O)[C@H]1N(C(CNC1)=O)C1=NC=CC(=C1)C#N)C1=CC(=CC(=C1)F)F